2-(propylsulphonimidoyl)purin-8-one C(CC)S(=O)(=N)C=1N=CC2=NC(N=C2N1)=O